C(C)(C)(C)OC(=O)N1CCN(CC1)C=1C=C2C(C(N(C(C2=CC1)=O)CC1=NC=C(C=C1)C=1OC(=NN1)C(F)F)=O)(C)C 4-(2-((5-(5-(Difluoromethyl)-1,3,4-oxadiazol-2-yl)pyridin-2-yl)methyl)-4,4-dimethyl-1,3-dioxo-1,2,3,4-tetrahydroisoquinolin-6-yl)piperazine-1-carboxylic acid tert-butyl ester